OCC1=CC2=C(N=C(N=C2)NC2CCC(CC2)O)C(=N1)NC(C)C (1r,4r)-4-((6-(hydroxymethyl)-8-(isopropylamino)pyrido[3,4-d]pyrimidin-2-yl)amino)cyclohexan-1-ol